2-methyl-5-[(2-methyl-1,3-thiazol-5-yl)methoxy]-1-benzothiophene-3-carboxamide CC=1SC2=C(C1C(=O)N)C=C(C=C2)OCC2=CN=C(S2)C